N1=CN=C2N=CNC2=C1N[C@@H]1[C@H]([C@@H]([C@H]([C@@H](O1)CO)NC([C@@H](CC1=CNC2=CC=CC=C12)N)=O)O)O (R)-N-((2R,3R,4R,5S,6S)-6-((7H-purin-6-yl)amino)-4,5-dihydroxy-2-(hydroxymethyl)tetrahydro-2H-pyran-3-yl)-2-amino-3-(1H-indol-3-yl)propanamide